S-ethyl N-ethylthiocarbamate C(C)NC(SCC)=O